C(C)(C)(C)OC(=O)N(C1=CC=C(C(=N1)C(=O)OC)F)CC1=CC=C(C=C1)OC Methyl 6-((tert-butoxycarbonyl) (4-methoxybenzyl) amino)-3-fluoropicolinate